FC1=C(C(=CC=C1)F)C#C 2,6-difluorophenylacetylene